FC1=C(C=C(C=C1C)C1=C(C=C(C=C1C)F)C)[C@H](CC(=O)O)NC(C(C(C)C)N1C(C(=CC(=C1)CCN1CC(C1)F)F)=O)=O (3S)-3-(4,4'-difluoro-2',5,6'-trimethyl-[1,1'-biphenyl]-3-yl)-3-(2-(3-fluoro-5-(2-(3-fluoroazetidin-1-yl)ethyl)-2-oxopyridin-1(2H)-yl)-3-methylbutanamido)propanoic acid